FC1=CC=C(CN2C3=CC=C(C=C3C=3C=CN=C(C23)C)NC(=O)NC2=CC=C(C=C2)C(F)(F)F)C=C1 1-(9-(4-fluorobenzyl)-1-methyl-β-carbolin-6-yl)-3-(4-(trifluoromethyl)phenyl)urea